C1(=CC=CC=C1)C1=CC(=NC=C1)C1N(CCCC1)C1=CC=CC=C1 4-phenyl-pyridyl-phenyl-piperidine